C1(CC1)C=1C(=CC=2N(C1)C(=CN2)C2=CC=CC(=N2)N[C@@H]2C[C@@H](NCC2)C)OC 6-(6-cyclopropyl-7-methoxyimidazo[1,2-a]pyridin-3-yl)-N-((2S,4S)-2-methylpiperidin-4-yl)pyridin-2-amine